FC(C=1C=C(C(=C(C1)O)I)C)F 5-(Difluoromethyl)-2-iodo-3-methyl-phenol